FC(C=1C(=CN(C(C1)=O)C)C(=O)NC1=C(C=C(C(=C1)C1=NC(=NC=C1)N1CCOCC1)F)N1C[C@H](N(CC1)C)C)F |r| 4-(difluoromethyl)-N-[4-fluoro-5-(2-morpholin-4-ylpyrimidin-4-yl)-2-[rac-(3R)-3,4-dimethylpiperazin-1-yl]phenyl]-1-methyl-6-oxopyridine-3-carboxamide